propan-2-yl 5-[5-[[4-(difluoromethyl)-6-oxo-1H-pyridine-3-carbonyl]amino]-2-fluoro-4-[rac-(3R,5S)-3,4,5-trimethylpiperazin-1-yl]phenyl]-3,6-dihydro-2H-pyridine-1-carboxylate FC(C=1C(=CNC(C1)=O)C(=O)NC=1C(=CC(=C(C1)C1=CCCN(C1)C(=O)OC(C)C)F)N1C[C@H](N([C@H](C1)C)C)C)F |r|